CS(=O)(=O)N1C[C@@H](CCC1)C(=O)N[C@@H](CCOC1CC(C1)CCC1=NC=2NCCCC2C=C1)C(=O)O N-((R)-1-(methylsulfonyl)piperidine-3-carbonyl)-O-((1S,3S)-3-(2-(5,6,7,8-tetrahydro-1,8-naphthyridin-2-yl)ethyl)cyclobutyl)-L-homoserine